5-Acenaphthenecarboxamide C1CC2=CC=C(C3=CC=CC1=C23)C(=O)N